5-(3,5,7-trihydroxy-4-oxo-chromen-2-yl)-1,3-dihydrobenzimidazol-2-one OC1=C(OC2=CC(=CC(=C2C1=O)O)O)C1=CC2=C(NC(N2)=O)C=C1